3-acetamido-N-(5-chloro-4-(5,5-dimethyl-5,6-dihydro-4H-pyrrolo[1,2-b]pyrazol-3-yl)pyridin-2-yl)cyclohexanecarboxamide C(C)(=O)NC1CC(CCC1)C(=O)NC1=NC=C(C(=C1)C1=C2N(N=C1)CC(C2)(C)C)Cl